CNC(C1=CC(=CC=C1)CNC1=NC=C(C2=C1CCO2)C2=NC=NC=C2)=O N-Methyl-3-(((7-(pyrimidin-4-yl)-2,3-dihydrofuro[3,2-c]pyridin-4-yl)amino)methyl)benzamide